(2S,6S)-1-benzyl-2-isobutyl-1,4-diazepan-6-ol C(C1=CC=CC=C1)N1[C@H](CNC[C@@H](C1)O)CC(C)C